3-methyl-N-(3-methylbenzoyl)-N-(4-((6-(4-(morpholine-4-carbonyl)phenyl)imidazo[1,2-b]pyridazin-3-yl)ethynyl)pyridin-2-yl)benzamide CC=1C=C(C(=O)N(C2=NC=CC(=C2)C#CC2=CN=C3N2N=C(C=C3)C3=CC=C(C=C3)C(=O)N3CCOCC3)C(C3=CC(=CC=C3)C)=O)C=CC1